neopentylmethacrylat C(C(C)(C)C)OC(C(=C)C)=O